ClC1=C(C=CC=C1Cl)N1C(=NC=CC1=O)C (2,3-dichlorophenyl)-2-methylpyrimidin-4(3H)-one